OCCOC(C(=C)C)=O 2-Hydroxyethylmethacrylate